tert-butyl 2-((2'-(4-methoxy-4-oxobutyl)-[1,1'-biphenyl]-3-yl)methyl)-3-(methylsulfonamido)piperidine-1-carboxylate COC(CCCC1=C(C=CC=C1)C1=CC(=CC=C1)CC1N(CCCC1NS(=O)(=O)C)C(=O)OC(C)(C)C)=O